1,3-propanediol adipate C(CCCCC(=O)O)(=O)O.C(CCO)O